1-(trans-4-((5-cyanopyridin-2-yl)amino)cyclohexyl)-3-(3-methoxybenzyl)-1-(4-(1-methyl-1H-pyrazol-4-yl)phenyl)urea C(#N)C=1C=CC(=NC1)N[C@@H]1CC[C@H](CC1)N(C(=O)NCC1=CC(=CC=C1)OC)C1=CC=C(C=C1)C=1C=NN(C1)C